N(=[N+]=[N-])\C(\C(=O)OCC)=C/C1=CN=C(S1)C1=C(C=CC=C1)C ethyl (Z)-2-azido-3-[2-(o-tolyl)thiazol-5-yl]prop-2-enoate